C1(=CC=C(C=C1)OC1=CC=C(C=N1)N)C1=CC=CC=C1 6-([1,1'-Biphenyl]-4-yloxy)-pyridine-3-amine